FC=1C=C(C(=O)NO)C=C(C1CN1N=NN=C1C1=NC=CC=C1)F 3,5-difluoro-N-hydroxy-4-((5-(pyridin-2-yl)-1H-tetrazol-1-yl)methyl)benzamide